N-(3-(2-amino-5-(2-chloropyrimidin-4-yl)-2,3-dihydrothiazol-4-yl)-2-fluorophenyl)-2,6-difluorobenzenesulfonamide NC1SC(=C(N1)C=1C(=C(C=CC1)NS(=O)(=O)C1=C(C=CC=C1F)F)F)C1=NC(=NC=C1)Cl